C(CCCCC=C)(=O)O hept-6-enoic acid